CC1=C(C=CC(=C1C1=CN=C(N1)C)OC1=CC(=CC=C1)C(F)(F)F)S(=O)(=O)N methyl-3-(2-methyl-1H-imidazol-5-yl)-4-[3-(trifluoromethyl)phenoxy]benzenesulfonamide